N-(5-Chloro-6-(2H-1,2,3-triazol-2-yl)pyridin-3-yl)-1-(1-fluoroisochinolin-4-yl)-5-(trifluoromethyl)-1H-pyrazol-4-carboxamid ClC=1C=C(C=NC1N1N=CC=N1)NC(=O)C=1C=NN(C1C(F)(F)F)C1=CN=C(C2=CC=CC=C12)F